FC1=C(SC(=C1)B1OC(C(O1)(C)C)(C)C)C(=O)NC1CC(N(CC1)C(=O)OCCCC)C butyl 4-[3-fluoro-5-(4,4,5,5-tetramethyl-1,3,2-dioxaborolan-2-yl)thiophene-2-amido]-2-methylpiperidine-1-carboxylate